OCCOCCNC(=O)C1CC1 N-(2-(2-hydroxyethoxy)ethyl)cyclopropane-1-carboxamide